NC1=CC=CC2=C1CCCCC2 amino-6,7,8,9-tetrahydro-5H-benzo[7]annulen